S(=O)(=O)(O)[O-].C(C)C=1NC=C[NH+]1 ethylimidazolium hydrogensulfate salt